BrC1=CC2=C(C(=NO2)C)C=C1 6-bromo-3-methyl-1,2-benzoxazole